2-[6-[3-(Difluoromethoxy)-4-fluoro-phenyl]pyrazolo[4,3-b]pyridin-1-yl]-1-(3,3-difluoropyrrolidin-1-yl)ethanone FC(OC=1C=C(C=CC1F)C=1C=C2C(=NC1)C=NN2CC(=O)N2CC(CC2)(F)F)F